ClC=1C=C(C=C(C1)C(C)(C)C1=CC(=CC(=C1)OC(F)(F)F)OC(C(F)F)(F)F)NC(=O)C1=CC2=C(S1)C=CC(=C2)C(C)(C)S(=O)(=O)C N-(3-Chloro-5-(2-(3-(1,1,2,2-tetrafluoroethoxy)-5-(trifluoromethoxy)phenyl)propan-2-yl)phenyl)-5-(2-(methylsulfonyl)propan-2-yl)benzo[b]thiophen-2-carboxamid